(2S)-3-cyclopropyl-2-(9H-fluoren-9-ylmethoxycarbonylamino)propanoic acid C1(CC1)C[C@@H](C(=O)O)NC(=O)OCC1C2=CC=CC=C2C=2C=CC=CC12